CN(CCN(C1=C(C=C(C(=C1)OC)NC1=NC=CC(=N1)N1CC2(C3=NC(=CC=C31)C)CN(C2)C)NC(C=C)=O)C)C N-(2-((2-(dimethylamino)ethyl)(methyl)amino)-5-((4-(1,5'-dimethyl-spiro[azetidine-3,3'-pyrrolo[3,2-b]pyridin]-1'(2'H)-yl)pyrimidin-2-yl)amino)-4-methoxyphenyl)acrylamide